3-(6-((R)-4-((1-(2-(6,6-dimethyl-4,5,6,7-tetrahydro-1H-indazol-3-yl)-1H-indole-6-carbonyl)piperidin-4-yl)methyl)-3-methylpiperazin-1-yl)pyridin-3-yl)piperidine-2,6-dione CC1(CCC=2C(=NNC2C1)C=1NC2=CC(=CC=C2C1)C(=O)N1CCC(CC1)CN1[C@@H](CN(CC1)C1=CC=C(C=N1)C1C(NC(CC1)=O)=O)C)C